(E)-5-(3-Amino-3-oxoprop-1-en-1-yl)-N-(4-methylbenzyl)-4'-phenoxy-[1,1'-biphenyl]-3-carboxamide NC(/C=C/C=1C=C(C=C(C1)C1=CC=C(C=C1)OC1=CC=CC=C1)C(=O)NCC1=CC=C(C=C1)C)=O